1-(tert-butoxycarbonyl)-4-fluoropyrrolidine-2-carboxylic acid C(C)(C)(C)OC(=O)N1C(CC(C1)F)C(=O)O